C1N=CCC2=CC=CC=C12 1,4-dihydroisoquinolin